NCCC(=O)NCCNC(C1=C(C=C(C=C1)NC=1C=2N(C=CN1)C(=CN2)C=2C(=NN(C2)CC(F)F)C(F)(F)F)CC)=O N-(2-(3-aminopropanamido)ethyl)-4-((3-(1-(2,2-difluoroethyl)-3-(trifluoromethyl)-1H-pyrazol-4-yl)imidazo[1,2-a]pyrazin-8-yl)amino)-2-ethylbenzamide